ethyl (1s,4s)-4-hydroxycyclohexane-1-carboxylate OC1CCC(CC1)C(=O)OCC